CC1=NC=CC=C1.C1(=CC=CC=C1)N(C1=CC=CC=C1)C1=CC=CC=C1 Triphenylamine methyl-pyridine salt